1-(propan-2-yl)-1,3-diazine-2,4,6-trione CC(C)N1C(NC(CC1=O)=O)=O